ClCC=1OC(=NN1)C=1C=NC=CC1 2-(chloromethyl)-5-(pyridin-3-yl)-1,3,4-oxadiazole